C(#N)[C@H]1N(C[C@H](C1)F)C([C@H](C12CC3(CC(CC(C1)C3)C2)CC)NC(OC(C)(C)C)=O)=O tert-butyl ((S)-2-((2S,4S)-2-cyano-4-fluoropyrrolidin-1-yl)-1-(3-ethyladamantan-1-yl)-2-oxoethyl)carbamate